6-(methylthio)pyridin-3-carbaldehyde CSC1=CC=C(C=N1)C=O